C(CCCCCCCCCCCCCCC)(=O)OCC(O)COP(=O)([O-])OCC[N+](C)(C)C 1-Palmitoyl-glycero-3-phosphocholine